3-((5-(aminomethyl)-1-(3,3-difluoropropyl)-1H-indol-2-yl)methyl)-1-cyclopropyl-1,3-dihydro-2H-imidazo[4,5-c]pyridin-2-one NCC=1C=C2C=C(N(C2=CC1)CCC(F)F)CN1C(N(C2=C1C=NC=C2)C2CC2)=O